BrC=1C=CC(=NC1)C(C(=O)O)(C)C 2-(5-bromopyridin-2-yl)-2-methylpropanoic acid